CC1=C(CNC2=NC(=NC=C2C(=O)N)NC=2C=NN(C2)C)C=CC=C1C 4-[(2,3-dimethylbenzyl)amino]-2-[(1-methyl-1H-pyrazol-4-yl)amino]pyrimidin-5-carboxamide